N=1N(N=CC1)CCCCS(=O)(=O)OC(C(O)CO)C(\C=C\C1=CC(OC)=C(O)C=C1)=O Feruloyl-glycerol 3-(2H-1,2,3-triazol-2-yl)propyl-methanesulfonate